C(C)SC1=CC=CC=2C=3N(C=NC12)N=C(N3)C3=CC=C(C=C3)OC 7-(ethylsulfanyl)-2-(4-methoxyphenyl)[1,2,4]triazolo[1,5-c]quinazolin